N-(3-fluoro-4-((3-((2-hydroxy-1-(pyridin-4-yl)ethyl)amino)-1H-pyrazolo[3,4-b]pyridin-4-yl)oxy)phenyl)-2-(4-fluorophenyl)-3-oxo-2,3-dihydropyridazine-4-carboxamide FC=1C=C(C=CC1OC1=C2C(=NC=C1)NN=C2NC(CO)C2=CC=NC=C2)NC(=O)C=2C(N(N=CC2)C2=CC=C(C=C2)F)=O